FC1=CN=C2N1C=C(C=C2)C2=CNC=1N=C(N=C(C12)OC)NC1CCC(CC1)(O)C 4-((5-(3-fluoroimidazo[1,2-a]pyridin-6-yl)-4-methoxy-7H-pyrrolo[2,3-d]pyrimidin-2-yl)amino)-1-methylcyclohexan-1-ol